6-(4-methoxyfurfurylamino)-9-β-D-arabinofuranosylpurine COC=1C=C(CNC2=C3N=CN(C3=NC=N2)[C@H]2[C@@H](O)[C@H](O)[C@H](O2)CO)OC1